2-[2-(methoxymethyl)phenyl]-4-(trifluoromethyl)pyridine COCC1=C(C=CC=C1)C1=NC=CC(=C1)C(F)(F)F